OCCC[C@H](CNC(OCC1=CC=CC=C1)=O)C Benzyl (R)-(5-hydroxy-2-methylpentyl)carbamate